OC(=O)C(F)(F)F.C1NCC12N(CCC2)CC2=CC=C(OC1C(NC(CC1)=O)=O)C=C2 3-[4-(2,5-diazaspiro[3.4]oct-5-ylmethyl)phenoxy]piperidine-2,6-dione TFA salt